[Cl-].[Cl-].ClC=1C=C(C=CC1)C(=[Zr+2](C1=C(C(=CC=2C3=CC(=C(C=C3CC12)C1=CC=CC=C1)C(C)(C)C)C(C)(C)C)C1=CC=CC=C1)C1C=CC=C1)C1=CC(=CC=C1)Cl di(m-chlorophenyl)methylene(cyclopentadienyl)(2,7-diphenyl-3,6-di-t-butylfluorenyl)zirconium dichloride